C(\C=C\C1=CC=C(C=C1)O)(=O)O coumaroyl alcohol